2-Methyl-6'-(3-(4'-methyl-[1,1'-biphenyl]-4-yl)-2-phenyl-3H-indol-3-yl)-2'-phenylspiro[fluorene-9,3'-indole] CC1=CC2=C(C=C1)C1=CC=CC=C1C21C(=NC2=CC(=CC=C12)C1(C(=NC2=CC=CC=C12)C1=CC=CC=C1)C1=CC=C(C=C1)C1=CC=C(C=C1)C)C1=CC=CC=C1